2-(methyl-d3)-3-((5-(trifluoromethyl)pyridin-2-yl)methyl-d2)naphthalene-1,4-dione C(C=1C(C2=CC=CC=C2C(C1C([2H])([2H])C1=NC=C(C=C1)C(F)(F)F)=O)=O)([2H])([2H])[2H]